FC1(CNCCN(C1)C=1C2=C(N(C(N1)=O)C=1C(=NC=CC1C)C(C)C)N=C(C(=C2)F)C2=C(C=CC=C2O)F)F 4-(6,6-difluoro-1,4-diazepan-1-yl)-6-fluoro-7-(2-fluoro-6-hydroxyphenyl)-1-(2-isopropyl-4-methylpyridin-3-yl)pyrido[2,3-d]pyrimidin-2(1H)-one